2-methyl-1-(4-(1-methyl-8-(1-methyl-1H-pyrazol-4-yl)-3H-pyrrolo[2,3-c]isoquinolin-2-yl)piperidin-1-yl)propan-2-ol CC(CN1CCC(CC1)C1=C(C2=C(N=CC=3C=CC(=CC23)C=2C=NN(C2)C)N1)C)(C)O